tert-Butyl (endo-8-(5-iodo-3-methyl-4-oxo-7-((2-(trimethylsilyl)ethoxy) methyl)-4,7-dihydro-3H-pyrrolo[2,3-d]pyrimidin-2-yl)-3-methyl-8-azabicyclo[3.2.1]octan-3-yl)carbamate IC1=CN(C=2N=C(N(C(C21)=O)C)N2C1CC(CC2CC1)(C)NC(OC(C)(C)C)=O)COCC[Si](C)(C)C